2-[2-[4-(4-Nitrobenzyloxy)phenyl]ethyl]isothiourea mesylate S(C)(=O)(=O)O.[N+](=O)([O-])C1=CC=C(COC2=CC=C(C=C2)CCSC(N)=N)C=C1